20-methyl-pregna-4-en-3-one CC(C)[C@H]1CC[C@H]2[C@@H]3CCC4=CC(CC[C@]4(C)[C@H]3CC[C@]12C)=O